CCCCC(CCCC)N[C@@H]([C@H](N)C1=CC=CC=C1)C1=CC=CC=C1 (1R,2R)-N-(5-nonyl)-1,2-diphenyl-ethylenediamine